[Al].[Si].[Cu] copper-silicon aluminum